COCCOC1=C(NCC#C)C=CC(=C1)S(=O)(=O)C 2-(2-methoxyethoxy)-4-methanesulfonyl-N-prop-2-ynyl-aniline